C(CCC)O[C@H]1[C@@H](O[C@@H]([C@H]1O)CO)N1C(=O)N=C(N)C=C1 O-butylcytidine